[N+](=O)([O-])C=1C=C2N=CC(N(C2=CC1)C)=O 6-Nitro-1-methylquinoxalin-2(1H)-one